COCCOC1=CC(=NC(=N1)C1=CN=CN1C)C(=O)OC methyl 6-(2-methoxyethoxy)-2-(1-methyl-1H-imidazol-5-yl)pyrimidine-4-carboxylate